C(CCC)C=1OC2=C(C1C(C1=CC=C(C=C1)OCCCN(CCCC)CCCC)=O)C=C(C=C2)S(=O)(=O)Cl 2-butyl-3-(4-(3-(dibutylamino)propoxy)benzoyl)benzofuran-5-sulfonyl chloride